N[C@H](C(=O)OCCCC)CCC(C)(C)C butyl (S)-2-amino-5,5-dimethylhexanoate